C(C)(C)(C)OC(=O)N1CCC(CC1)(C#N)CNC=1C=2N(C=C(N1)C1=CC=NC=C1)C=C(N2)C(N)=O 4-[(2-Carbamoyl-6-pyridin-4-yl-imidazo[1,2-a]pyrazin-8-ylamino)-methyl]-4-cyanopiperidine-1-carboxylic acid tert-butyl ester